cerium (III) acetate C(C)(=O)[O-].[Ce+3].C(C)(=O)[O-].C(C)(=O)[O-]